2-(3-(1-(Tert-butyl)-1H-pyrazol-4-yl)-6,7-dihydro-5H-pyrrolo[1,2-a]imidazol-6-yl)-3,4-dichlorophenol C(C)(C)(C)N1N=CC(=C1)C1=CN=C2N1CC(C2)C2=C(C=CC(=C2Cl)Cl)O